N-methyl-aspartate CN[C@@H](CC(=O)[O-])C(=O)[O-]